ClC1=C(C=C2C(NC(NC2=C1SC[C@@H](COC([2H])([2H])[2H])O)=O)=O)C(F)(F)F (R)-7-chloro-8-((2-hydroxy-3-(trideuteriomethoxy)propyl)thio)-6-(trifluoromethyl)quinazoline-2,4(1H,3H)-dione